ClC1=C(C(=O)O)C=CC=C1C1=CNC(O1)=O 2-chloro-3-(2-oxo-2,3-dihydrooxazol-5-yl)benzoic acid